2,2-dimethyl-5-[(3-methoxyphenyl-amino)methylene]-1,3-dioxane CC1(OCC(CO1)=CNC1=CC(=CC=C1)OC)C